Cl.CN1N=C(C2=CC=C(C=C12)N[C@@H]1[C@@H](CNCC1)C)N1C(CCCC1=O)=O (1-methyl-6-(((3R,4S)-3-methylpiperidin-4-yl)amino)-1H-indazol-3-yl)piperidine-2,6-dione hydrochloride